[Ge]=O.[Sn] tin germanium oxide